2-(6-Fluoro-7-methylimidazo[1,2-a]pyridin-8-yl)-5-(3,3,3-trifluoropropyl)benzene-1,3-diol FC=1C(=C(C=2N(C1)C=CN2)C2=C(C=C(C=C2O)CCC(F)(F)F)O)C